9-bromo-6,7-diethylnon-1-ene BrCCC(C(CCCC=C)CC)CC